Decanoic ACID METHYL ESTER COC(CCCCCCCCC)=O